N[C@H](CC1=C(C=2N=NC=C(C2S1)NCC=1OC=CC1)C)CC(C)C 6-[(2S)-2-amino-4-methylpentyl]-N-[(furan-2-yl)methyl]-7-methylthieno[3,2-c]pyridazin-4-amine